tris(8-hydroxyquinoline) aluminum (iii) [Al+3].OC=1C=CC=C2C=CC=NC12.OC=1C=CC=C2C=CC=NC12.OC=1C=CC=C2C=CC=NC12